N-[(R)-(5-Fluoro-2-hydroxy-phenyl)-(1H-indol-2-yl)methyl]-3-methyl-5-[5-[4-(1-methyl-4-piperidyl)piperazin-1-yl]pyrimidin-2-yl]benzamide FC=1C=CC(=C(C1)[C@@H](NC(C1=CC(=CC(=C1)C1=NC=C(C=N1)N1CCN(CC1)C1CCN(CC1)C)C)=O)C=1NC2=CC=CC=C2C1)O